bis(4-aminocyclohexyl)methane NC1CCC(CC1)CC1CCC(CC1)N